NC(C)(C)C1=NC(=CC2=C1CN(C2=O)C2=NC(=CC=C2)C=2N1C(=NN2)CCC1(C)C)N(C)C(C)C 4-(2-aminopropan-2-yl)-2-(6-(5,5-Dimethyl-6,7-dihydro-5H-pyrrolo[2,1-c][1,2,4]triazol-3-yl)pyridin-2-yl)-6-(isopropyl-(Methyl)amino)-2,3-dihydro-1H-pyrrolo[3,4-c]pyridin-1-one